FC(C1=CC(=NO1)\C=C/C1CCC2(CN(C2)C(C=C)=O)CC1)(F)F 1-{7-[(Z)-2-[5-(trifluoromethyl)-1,2-oxazol-3-yl]vinyl]-2-azaspiro[3.5]non-2-yl}prop-2-en-1-one